ClC=1C=CC2=C(CC3(CC=4N2C(=NN4)[C@@H]4CC[C@H](CC4)NCC4=CC=C(C=C4)OC)OCCO3)C1 trans-4-(8'-chloro-4'H,6'H-spiro[1,3-dioxolane-2,5'-[1,2,4]triazolo[4,3-a][1]benzazepin]-1'-yl)-N-(4-methoxybenzyl)cyclohexanamine